tris(2,4,6-TRIMETHYL-3-(pyridin-3-yl)phenyl)borane CC1=C(C(=CC(=C1C=1C=NC=CC1)C)C)B(C1=C(C(=C(C=C1C)C)C=1C=NC=CC1)C)C1=C(C(=C(C=C1C)C)C=1C=NC=CC1)C